CCCCCCCCC(CCCCCCCC)N1C2=CC(=CC=C2C=2C=CC(=CC12)B(O)O)B(O)O (9-(heptadecan-9-yl)-9H-carbazole-2,7-diyl)diboronic acid